CC=1C(NC=C(C1)C)=O 3,5-dimethyl-2-pyridone